1-Octylpyridinium C(CCCCCCC)[N+]1=CC=CC=C1